ClC=1C(=NC(=NC1)NC1=CC=C(C=C1)N1CCOCC1)OCC1CCN(CC1)C(C(F)(F)F)=O 1-(4-(((5-chloro-2-((4-morpholinophenyl)amino)pyrimidin-4-yl)oxy)methyl)piperidin-1-yl)-2,2,2-trifluoroethan-1-one